S(=O)(=O)(C)N=[N+]=[N-] Mesyl Azide